OCC1(OC[C@H]([C@H]([C@@H]1O)O)O)O (3S,4R,5R)-2-(hydroxymethyl)oxane-2,3,4,5-tetrol